(4-(1-((R)-2-cyano-1-cyclopentylethyl)-1H-pyrazol-4-yl)-7H-pyrrolo[2,3-d]pyrimidin-7-yl)methyl (S)-2-(4-isobutylphenyl)propanoate C(C(C)C)C1=CC=C(C=C1)[C@@H](C(=O)OCN1C=CC2=C1N=CN=C2C=2C=NN(C2)[C@H](CC#N)C2CCCC2)C